tert-butyl (S)-4-(6-(1-((5-(3,6-dihydro-2H-pyran-4-yl)-7-((2-(trimethylsilyl)ethoxy)methyl)-7H-pyrrolo[2,3-d]pyrimidin-4-yl)amino)ethyl)pyridin-2-yl)piperazine-1-carboxylate O1CCC(=CC1)C1=CN(C=2N=CN=C(C21)N[C@@H](C)C2=CC=CC(=N2)N2CCN(CC2)C(=O)OC(C)(C)C)COCC[Si](C)(C)C